P(=O)(OCCCCCCCCC)(OCCCCN1CCN(CC1)C(CCCCC)CCCCC)O nonyl (4-(4-(undecan-6-yl)piperazin-1-yl)butyl) hydrogen phosphate